C(C)(C)(C)OC(=O)C=1SC(=C(N1)N)C(=O)O 2-Tert-butyloxycarbonyl-aminothiazole-5-carboxylic acid